C(C)(C)(C)OC(=O)O[C@@H]1[C@H]([C@H](N(C1)C(=O)OC(C)(C)C)CC1=CC=C(C=C1)OC)OC(NCCN1C(NCC1=O)=O)=O tert-butyl (2R,3S,4S)-4-[(tert-butoxycarbonyl)oxy]-3-({[2-(2,5-dioxoimidazolidin-1-yl)ethyl]carbamoyl}oxy)-2-[(4-methoxyphenyl)methyl]pyrrolidine-1-carboxylate